NC1=CC=C(C=C1)C1=C(C=2N=CN=C(C2N1C1=C(C=C(C=C1F)O)F)NCC1=CC=C(C=C1)OC)C 4-(6-(4-aminophenyl)-4-((4-methoxybenzyl)amino)-7-methyl-5H-pyrrolo[3,2-d]pyrimidin-5-yl)-3,5-difluorophenol